4-ethoxy-2-(trifluoromethyl)benzoic acid C(C)OC1=CC(=C(C(=O)O)C=C1)C(F)(F)F